5-(5-(2-methylmorpholine-4-carbonyl)-1H-pyrrolo[2,3-b]pyridin-1-yl)picolinonitrile CC1CN(CCO1)C(=O)C=1C=C2C(=NC1)N(C=C2)C=2C=CC(=NC2)C#N